3-((1-Methyl-1H-pyrazole-4-yl)methyl)-2,4-dioxo-1,2,3,4-tetrahydrothieno[2,3-d]pyrimidin CN1N=CC(=C1)CN1C(NC2=C(C1=O)C=CS2)=O